5-hydroxy-2-methoxypyridine OC=1C=CC(=NC1)OC